7-(2'-Fluoro-2-methyl-[1,1'-biphenyl]-3-yl)-2,3,4,5-tetrahydro-1H-benzo[d]azepine FC1=C(C=CC=C1)C1=C(C(=CC=C1)C1=CC2=C(CCNCC2)C=C1)C